FC1=CC=2C(C=C(OC2C2=C1N(C(=N2)C(F)(F)F)C)C=2C=NC=CC2)=O 4-fluoro-3-methyl-8-(pyridin-3-yl)-2-(trifluoromethyl)chromeno[7,8-d]imidazol-6(3H)-one